8-methyl-4H-3,1-benzoxazin-4-one CC1=CC=CC=2C(OC=NC21)=O